4-(1-(1-(azetidin-3-yl)ethyl)-8-chloro-6-fluoro-1H-[1,2,3]triazolo[4,5-c]quinolin-7-yl)-5-fluorobenzo[d]thiazol-2-amine N1CC(C1)C(C)N1N=NC=2C=NC=3C(=C(C(=CC3C21)Cl)C2=C(C=CC1=C2N=C(S1)N)F)F